2-(4-(1H-1,2,4-Triazol-3-yl)phenyl)-9-(2-isopropylphenyl)-8-oxo-8,9-dihydro-7H-purine N1N=C(N=C1)C1=CC=C(C=C1)C1=NC=C2NC(N(C2=N1)C1=C(C=CC=C1)C(C)C)=O